ethyl 1-octyl sulfide C(CCCCCCC)SCC